C(C)N1C(=CC2=CC=CC=C12)C1=NC2=C(N1C)C=CC(=C2)C(=O)N2C[C@@H]([C@@H](CC2)F)NC(OC(C)(C)C)=O tert-butyl ((3S,4R)-1-(2-(1-ethyl-1H-indol-2-yl)-1-methyl-1H-benzo[d]imidazole-5-carbonyl)-4-fluoropiperidin-3-yl)carbamate